5-sulfonyl-isophthalic acid dimethyl ester sodium [Na].COC(C=1C=C(C(=O)OC)CC(C1)=S(=O)=O)=O